2-((butylperoxy-carbonyloxy)ethoxymethyl)propane C(CCC)OOC(=O)OCCOCC(C)C